methyl-(4-methyl)-3-(trimethylsilylmethyl)triazole CC1=C(N(N=N1)C[Si](C)(C)C)C